Tert-Butyl (3R)-4-[5-cyano-1-(oxan-2-yl)-6-oxo-1,6-dihydropyridazin-4-yl]-3-methylpiperazine-1-carboxylate C(#N)C1=C(C=NN(C1=O)C1OCCCC1)N1[C@@H](CN(CC1)C(=O)OC(C)(C)C)C